3-([1,2,4]Triazolo[4,3-a]pyridin-7-yl)-3-(5-(2-(5,6,7,8-tetrahydro-1,8-naphthyridin-2-yl)ethoxy)-1H-indazol-1-yl)propanoic acid N=1N=CN2C1C=C(C=C2)C(CC(=O)O)N2N=CC1=CC(=CC=C21)OCCC2=NC=1NCCCC1C=C2